C[C@H]1N([C@H](CN(C1)C1=NC=C(C=N1)C(F)(F)F)C)C(=O)NC1CC2(CN(C2)C(=O)OC(C)(C)C)C1 tert-butyl 6-((2r,6s)-2,6-dimethyl-4-(5-(trifluoromethyl) pyrimidin-2-yl) piperazine-1-carboxamido)-2-azaspiro[3.3]heptane-2-carboxylate